5,10,15,20-tetraphenyl-21H,23H-porphin zinc [Zn].C1(=CC=CC=C1)C=1C2=CC=C(N2)C(=C2C=CC(C(=C3C=CC(=C(C=4C=CC1N4)C4=CC=CC=C4)N3)C3=CC=CC=C3)=N2)C2=CC=CC=C2